C(C1=CC=CC=C1)[C@H]1N(C(OC1)=O)C([C@@H](CCCNC1=CC(=NN1)C1=CN=NC=C1C)CC1=CC(=C(C=C1)Cl)F)=O (R)-4-benzyl-3-((S)-2-(4-chloro-3-fluorobenzyl)-5-((3-(5-methylpyridazin-4-yl)-1H-pyrazol-5-yl)amino)pentanoyl)oxazolidin-2-one